Cl.Cl.NC1=CC(=NC=N1)NC1=CC(=C2N(C1=O)C1(CCNCC1)NC2=O)C 6-((6-aminopyrimidin-4-yl)amino)-8-methyl-2H-spiro[imidazo[1,5-a]-pyridine-3,4'-piperidine]-1,5-dione dihydrochloride